2,6-di-tert-butyl-4-hydroxyethylaminomethyl-phenol C(C)(C)(C)C1=C(C(=CC(=C1)CNCCO)C(C)(C)C)O